C(C1=CC=CC=C1)(C1=CC=CC=C1)N1C(N(C(C(=C1)C1=C(C(=CC=C1)F)F)=O)C)=O 1-Benzhydryl-5-(2,3-difluoro-phenyl)-3-methyl-1H-pyrimidine-2,4-dione